9-acetyl-6-isopropyl-2-methoxy-3-(3-methoxypropoxy)-5,6-dihydro-10H-pyrido[1,2-h][1,7]naphthyridin-10-one C(C)(=O)C=1C(C=C2N(C(CC=3C=C(C(=NC23)OC)OCCCOC)C(C)C)C1)=O